The molecule is a branched heptasaccharide derivative consisting of the tetrasaccharide derivative beta-D-galactosyl-(1->3)-N-acetyl-beta-D-glucosaminyl-(1->3)-beta-D-galactosyl-(1->4)-D-glucose where the galactosyl residue at the non-reducing end has alpha-L-fucosyl and N-acetyl-alpha-D-galactosaminyl residues attached at the 2- and 3-positions respectively and the glucosaminyl residue has an alpha-L-fucosyl residue attached at the 4-position. It is a galactosamine oligosaccharide, a glucosamine oligosaccharide and a heptasaccharide derivative. C[C@H]1[C@H]([C@H]([C@@H]([C@@H](O1)O[C@@H]2[C@H](O[C@H]([C@@H]([C@H]2O[C@H]3[C@@H]([C@H]([C@H]([C@H](O3)CO)O)O[C@@H]4[C@@H]([C@H]([C@H]([C@H](O4)CO)O)O)NC(=O)C)O[C@H]5[C@H]([C@@H]([C@@H]([C@@H](O5)C)O)O)O)NC(=O)C)O[C@H]6[C@H]([C@H](O[C@H]([C@@H]6O)O[C@@H]7[C@H](OC([C@@H]([C@H]7O)O)O)CO)CO)O)CO)O)O)O